8-{[2-(4-Chlorophenyl)imidazo[1,2-a]pyridin-3-yl]-methyl}-3,8-diazabicyclo[3.2.1]octan-Dihydrochlorid Cl.Cl.ClC1=CC=C(C=C1)C=1N=C2N(C=CC=C2)C1CN1C2CNCC1CC2